C1(CC1)C=1C(N(N=CC1N[C@H]1CN(C[C@H](C1)C1=CC=C(C=C1)CO)C)C)=O 4-cyclopropyl-5-[[(3R,5R)-5-[4-(hydroxymethyl)phenyl]-1-methyl-3-piperidyl]amino]-2-methyl-pyridazin-3-one